OC(CS(=O)(=O)N)(C)C1=NC(=CC=C1)C=1N=NN(N1)CC1=C(C(=CC(=C1)C)C)C 2-hydroxy-2-(6-(2-(2,3,5-trimethylbenzyl)-2H-tetrazol-5-yl)pyridin-2-yl)propane-1-sulfonamide